C(C)(C)(C)OC(N(C(=O)OC(C)(C)C)C1=NC=C(N=C1C1=CC(=NO1)C1=CC=C(C=C1)CN)C1=CC=C(C=C1)C(N(C)C)=O)=O tert-butyl(3-(3-(4-(aminomethyl)phenyl)isoxazol-5-yl)-5-(4-(Dimethylcarbamoyl)phenyl)pyrazin-2-yl)(tert-butoxycarbonyl)carbamate